COC1=C2C(NC(=NC2=CC(=C1)OC)C1=CC=C(C=C1)OC)=O 5,7-dimethoxy-2-(4-methoxyphenyl)quinazolin-4(3H)-one